FC1(CC(C1)(CO)NC=1C2=C(N=CN1)CCS2=O)F 4-((3,3-difluoro-1-(hydroxymethyl)cyclobutyl)amino)-6,7-dihydrothieno[3,2-d]pyrimidine 5-oxide